C(C)OP(=O)(OCC)C1=C(C=C(C=C1)CN1C(NC=2C=NC=3N=C(C=CC3C21)OC)=O)F 1-((4-diethoxyphosphoryl-3-fluoro-phenyl)methyl)-7-methoxy-3H-imidazo[4,5-C][1,8]naphthyridin-2-one